2,2'-diethoxy-3-methoxy-3'-isopropyl-benzidine C(C)OC1=C(C=CC(=C1OC)N)C1=C(C(=C(N)C=C1)C(C)C)OCC